C(C(=O)O)(=O)O.N1CCC12CCC2.N2CCC21CCC1 1-azaspiro[3.3]heptane hemioxalate